FC=1C=C(C=CC1F)CCOC(C)C=1C(=C2NC1C=C1C=C(C(=N1)C=C1C=CC(N1)=CC=1C=CC(N1)=C2)C(C)OCCC2=CC(=C(C=C2)F)F)[2H] 3,8-bis[1-(2-(3,4-difluorophenyl)ethoxy)ethyl]Deuteroporphyrin